C(C)(C)N1CCN(CC1)CCN(C(OC(C)(C)C)=O)C1CCN(CC1)C1=CC(=CC=C1)C=1NC2=CC=C(C=C2C1)C tert-butyl (2-(4-isopropylpiperazin-1-yl)ethyl)(1-(3-(5-methyl-1H-indol-2-yl)phenyl)piperidin-4-yl)carbamate